methyl (2S)-3-methyl-2-{methyl[1-methyl-3-(prop-2-enoyl)-1,3,8-triazaspiro[4.5]decan-8-yl]carbonylamino}butanoate CC([C@@H](C(=O)OC)N(C(=O)N1CCC2(CN(CN2C)C(C=C)=O)CC1)C)C